N-(6-cyano-1-cyclobutyl-4,7-difluoro-1H-benzo[d]imidazol-2-yl)-3-cyclopropyl-3-methylbutanamide C(#N)C=1C=C(C2=C(N(C(=N2)NC(CC(C)(C)C2CC2)=O)C2CCC2)C1F)F